ClC1=CC=C(CN2C3(CC(C3)C(=O)N3CCC(CC3)O)C(N(CC2=O)C2=C(C=C(C#N)C=C2)F)=O)C=C1 4-(5-(4-chlorobenzyl)-2-(4-hydroxypiperidine-1-carbonyl)-6,9-dioxo-5,8-diazaspiro[3.5]nonan-8-yl)-3-fluorobenzonitrile